butyl 4-(4-aminophenyl)-3,6-dihydropyridin-1(2H)-carboxylate NC1=CC=C(C=C1)C=1CCN(CC1)C(=O)OCCCC